3,5-difluorobenzene-1-sulfonyl chloride FC=1C=C(C=C(C1)F)S(=O)(=O)Cl